perfluoro heptyl ether C(CCCCCC)OF